tert-butyl 3-cyano-4-oxopyrrolidine-1-carboxylate C(#N)C1CN(CC1=O)C(=O)OC(C)(C)C